O1[C@@H](COCC1)CNC(=O)C1=C(C2=C(C[C@@H](C3=CN(N=C23)CC2CCN(CC2)C(=O)C2(CC2)O)C)O1)C(F)(F)F (4S)-N-{[(2R)-1,4-Dioxan-2-yl]methyl}-2-{[1-(1-hydroxycyclopropan-1-carbonyl)piperidin-4-yl]methyl}-4-methyl-8-(trifluoromethyl)-4,5-dihydro-2H-furo[2,3-g]indazol-7-carboxamid